C(C)(C)(C)OC(=O)NC(C(=O)O)CCCC 2-((Tert-Butoxycarbonyl)amino)hexanoic acid